CC(CC(=O)OC1=C(C=CC=C1)S(=O)(=O)[O-])CC(C)(C)C 3,5,5-trimethylhexanoyloxybenzenesulfonate